p-phenoxybenzenemethanol O(C1=CC=CC=C1)C1=CC=C(C=C1)CO